C(C)(C)(C)OC(=O)N1CCN(CC1)C(=O)C1=NN(C=N1)C=1N=NC(=CC1)C(NC1CCC(CC1)OC1=CC(=C(C=C1)C#N)Cl)=O 4-(1-(6-(((1r,4r)-4-(3-chloro-4-cyanophenoxy)cyclohexyl)carbamoyl)pyridazin-3-yl)-1H-1,2,4-triazole-3-carbonyl)Piperazine-1-carboxylic acid tert-butyl ester